2-oxolanemethanamine O1C(CCC1)CN